3-(4-(4-(2-(4-aminopiperidin-1-yl)ethyl)piperazin-1-yl)phenyl)piperidine-2,6-dione NC1CCN(CC1)CCN1CCN(CC1)C1=CC=C(C=C1)C1C(NC(CC1)=O)=O